BrC1=CC=C(OC[C@H]2OC(COC2)COC(C)C)C=C1 (2S)-2-((4-bromophenoxy)methyl)-6-(isopropoxymethyl)-1,4-dioxan